BrC=1C=C(C=CC1)C1=NOC(=C1)C(F)(F)F 3-(3-bromophenyl)-5-(trifluoromethyl)isoxazole